NC=1C=2N(C(=CN1)C1=CCC(CC1)NC)C(=NC2C2=C(C=C(C=C2)NS(=O)(=O)CC2=C(C=CC(=C2)F)F)F)C(C)C N-(4-(8-Amino-3-isopropyl-5-(4-(methylamino)cyclohex-1-en-1-yl)imidazo[1,5-a]pyrazin-1-yl)-3-fluorophenyl)-1-(2,5-difluorophenyl)methansulfonamid